tert-butyl 4-(6-((5-fluoro-4-(7-fluoroquinolin-6-yl)pyrimidin-2-yl)amino)pyridin-3-yl)piperazine-1-carboxylate FC=1C(=NC(=NC1)NC1=CC=C(C=N1)N1CCN(CC1)C(=O)OC(C)(C)C)C=1C=C2C=CC=NC2=CC1F